NC1(CCC(CC1)N)C 1,4-diamino-methylcyclohexane